C1(=CC=CC=C1)C1=NC=2C=CCC3=C4C=CC=CC4=CN1C23 5-Phenyl-1H-imidazo[4,5,1-de]phenanthridin